FC(C=1C=C(C(=O)N2COC[C@H]2C2=NC=NN2C2=NC=C(C#N)C=C2)C=C(C1)C(F)(F)F)(F)F (R)-6-(5-[3-{3,5-bis(trifluoromethyl)benzoyl}oxazolidin-4-yl]-1H-1,2,4-triazol-1-yl)nicotinonitrile